CC=1C=C2C(C=C(OC2=C(C1)C(C)NC1=C(C(=O)O)C=CC=C1)C1=CC=C(C=C1)C1(CC1)C)=O 2-[1-[6-Methyl-2-[4-(1-methylcyclopropyl)-phenyl]-4-oxo-chromen-8-yl]ethylamino]benzoic acid